tert-butyl 6-(6-(hydrazinecarbonyl)-3-methylpyrazin-2-yl)-2,6-diazaspiro[3.4]octane-2-carboxylate N(N)C(=O)C1=CN=C(C(=N1)N1CC2(CN(C2)C(=O)OC(C)(C)C)CC1)C